3-methyl-2-(((2R)-4-methylpyrrolidin-2-yl)methoxy)pyridine 3-Methyloxetan-3-yl-8-(3-(2-methoxypyridin-3-yl)pyrazolo[1,5-a]pyrimidin-5-yl)-5,8-diazaspiro[3.5]nonane-5-carboxylate CC1(COC1)OC(=O)N1C2(CCC2)CN(CC1)C1=NC=2N(C=C1)N=CC2C=2C(=NC=CC2)OC.CC=2C(=NC=CC2)OC[C@@H]2NCC(C2)C